2-Methyl-N-(1-(2-methyl-7-(methylsulfonamido)quinolin-5-yl)cyclopropyl)-5-((1-methylazetidin-2-yl)methoxy)benzamide CC1=C(C(=O)NC2(CC2)C2=C3C=CC(=NC3=CC(=C2)NS(=O)(=O)C)C)C=C(C=C1)OCC1N(CC1)C